(4-methylbenzyl)benzo[d]isothiazol-3(2H)-one-1,1-dioxide CC1=CC=C(CN2S(C3=C(C2=O)C=CC=C3)(=O)=O)C=C1